[Cl-].NC1=C[N+](=NO1)CC1=CC=CC=C1 5-amino-3-benzyl-1,2,3-oxadiazole-3-ium chloride